(2,6-dimethyl-4-(7-(4,4,4-trifluorobutoxy)-1,3,4,5-tetrahydro-2H-benzo[c]azepin-2-yl)phenyl)-3,3-dimethylbutanamide CC1=C(C(=CC(=C1)N1CC2=C(CCC1)C=C(C=C2)OCCCC(F)(F)F)C)C(C(=O)N)C(C)(C)C